C(CCCCCCCCC)Cl.[NH4+] ammonium decylchloride